BrC1=CC2=C(C=3N(CN2CC2=CC(=CC(=C2)OC)OC)C(=C(N3)C)C)N=C1 8-bromo-6-(3,5-dimethoxybenzyl)-2,3-dimethylimidazo[1,2-c]Pyrido[2,3-e]Pyrimidine